C(C=C)C=1C(=C(C(=C(C1)OC1=C(C(=C(C(=C1)CC=C)CCC1=CC=CC=C1)CCC1=CC=CC=C1)CCC1=CC=CC=C1)CCC1=CC=CC=C1)CCC1=CC=CC=C1)CCC1=CC=CC=C1 allyl-tris(phenylethyl)-phenyl ether